N-[4-[[5-amino-3-(4-chloroanilino)-1,2,4-triazol-1-yl]sulfonyl]-3,5-dimethyl-phenyl]prop-2-enamide NC1=NC(=NN1S(=O)(=O)C1=C(C=C(C=C1C)NC(C=C)=O)C)NC1=CC=C(C=C1)Cl